ClC1=NC=C(C(=N1)NCC(OC)OC)I 2-chloro-N-(2,2-dimethoxyethyl)-5-iodopyrimidin-4-amine